Cl.NC[C@@H]1[C@H]([C@@H]([C@@H]([C@H](O1)O)O)O)O (2S,3S,4S,5S,6R)-6-(aminomethyl)tetrahydro-2H-pyran-2,3,4,5-tetraol hydrochloride